1-ethoxy-1-ethanol C(C)OC(C)O